(2R)-4-[(2R)-3-(3,4-dihydro-1H-isoquinolin-2-yl)-2-hydroxy-propyl]-8-[[8-(2-fluoroethyl)-8-azabicyclo[3.2.1]octan-3-yl]oxy]-2-methyl-2,3-dihydro-1,4-benzoxazepin-5-one C1N(CCC2=CC=CC=C12)C[C@H](CN1C[C@H](OC2=C(C1=O)C=CC(=C2)OC2CC1CCC(C2)N1CCF)C)O